1-triethoxysilyl-6-bis(dimethylamino)methylsilylhexane C(C)O[Si](CCCCCC[SiH2]C(N(C)C)N(C)C)(OCC)OCC